2-[3-(methoxymethyl)-2,2-dimethyl-cyclopent-3-en-1-yl]-ethanol COCC=1C(C(CC1)CCO)(C)C